2-chloro-4-(benzylamino)pyrimidine-5-carboxamide ClC1=NC=C(C(=N1)NCC1=CC=CC=C1)C(=O)N